OC1=C(C(N(C2=NC=C(C=C12)C1=CC=C(C=C1)OC)CCN1CCOCC1)=O)C(=O)NC1CC2(C1)CCC2 hydroxy-6-(4-methoxyphenyl)-1-(2-morpholinoethyl)-2-oxo-N-(spiro[3.3]hept-2-yl)-1,2-dihydro-1,8-naphthyridine-3-carboxamide